N-(2-chloro-4-fluoro-3-((3-methyl-4-oxo-5-vinyl-3,4-dihydroquinazolin-6-yl)amino)phenyl)pyrrolidine-1-sulfonamide 2,2,2-trifluoroacetate FC(C(=O)O)(F)F.ClC1=C(C=CC(=C1NC=1C(=C2C(N(C=NC2=CC1)C)=O)C=C)F)NS(=O)(=O)N1CCCC1